bismuth-zinc borate B([O-])([O-])[O-].[Zn+2].[Bi+3]